FC=1C=C(C=CC1C1CCN(CC1)C(=O)C1CCNCC1)NC1C(NC(CC1)=O)=O 3-((3-fluoro-4-(1-(piperidine-4-carbonyl)piperidin-4-yl)phenyl)amino)piperidine-2,6-dione